2-[4-[3-(4-Bromophenyl)-3-oxoprop-1-enyl]-2-tert-butylphenoxy]-2-methylpropanoic acid BrC1=CC=C(C=C1)C(C=CC1=CC(=C(OC(C(=O)O)(C)C)C=C1)C(C)(C)C)=O